(6R)-N-(2-Amino-3-fluoro-4-((4-(trifluoromethyl)benzyl)amino)phenyl)-6,7-difluorododecanamid NC1=C(C=CC(=C1F)NCC1=CC=C(C=C1)C(F)(F)F)NC(CCCC[C@H](C(CCCCC)F)F)=O